C1(CCCCC1)CCN (R)-cyclohexylethylamine